CC(C)N1CCN(CC1)[C@@H]1[C@H](CCCCC1)N |r| Rac-(1s,2s)-2-[4-(propan-2-yl)piperazin-1-yl]cycloheptan-1-amine